P(=O)(O)(O)[O-] dihydrogenphosphat